BrC=1C=C2C=C(C=NC2=CC1)C1=CC=CC=C1 6-bromo-3-phenylquinoline